4-Chloro-7-[(3S)-3-{4-[4-({4-[6-(2,4-dioxo-1,3-diazinan-1-yl)-5-fluoro-1-methyl-1H-indol-2-yl]piperidin-1-yl}methyl)piperidin-1-yl]phenyl}piperidin-1-yl]-1H-indole-3-carbonitrile ClC1=C2C(=CNC2=C(C=C1)N1C[C@@H](CCC1)C1=CC=C(C=C1)N1CCC(CC1)CN1CCC(CC1)C=1N(C2=CC(=C(C=C2C1)F)N1C(NC(CC1)=O)=O)C)C#N